N-(2,6-dioxo-3-piperidinyl)pyridine-2-carboxamide O=C1NC(CCC1NC(=O)C1=NC=CC=C1)=O